CC(CCCC)=O.[F] Fluorine hexanone